2-(hydroxymethyl)thiochromane-7-carboxylic acid 1,1-dioxide OCC1S(C2=CC(=CC=C2CC1)C(=O)O)(=O)=O